C(#CCCCCC)O 1-heptynol